ClC1=CC=C(C=N1)C1(CC1)CO [1-(6-chloropyridin-3-yl)cyclopropyl]methanol